S1C=NC2=C1C(CCC2)O 4,5,6,7-tetrahydrobenzo[d]Thiazole-7-ol